COC(C1=CN=CC=C1NC1=CSC=2C=NN(C(C21)=O)CCOCC)=O 4-((5-(2-ethoxyethyl)-4-oxo-4,5-dihydrothieno[2,3-d]pyridazin-3-yl)amino)nicotinic acid methyl ester